3-(3,4-difluoro-2-methoxyphenyl)-5-methyl-N-(1-methyl-6-oxo-1,6-dihydropyridin-3-yl)-5-(trifluoromethyl)tetrahydrothiophene-2-d-2-carboxamide FC=1C(=C(C=CC1F)C1C(SC(C1)(C(F)(F)F)C)(C(=O)NC1=CN(C(C=C1)=O)C)[2H])OC